N1=CN=C(C2=C1NC=C2)N2[C@@H]1[C@@H](OCC2)CCN(C1)C(C=C)=O 1-[(4aS,8aS)-4-(7H-Pyrrolo[2,3-d]pyrimidin-4-yl)hexahydro-2H-pyrido[4,3-b][1,4]oxazin-6(5H)-yl]prop-2-en-1-one